4-amino-1-benzyl-7-iodo-2-oxo-1,2-dihydroquinoline-3-carboxylic acid methyl ester COC(=O)C=1C(N(C2=CC(=CC=C2C1N)I)CC1=CC=CC=C1)=O